p-N,N-dimethylaminophenyl(diphenyl)phosphine CN(C)C1=CC=C(C=C1)P(C1=CC=CC=C1)C1=CC=CC=C1